6-(1-benzhydryl-4-piperidyl)pyrrolo[3,4-b]pyridine-5,7-dione C(C1=CC=CC=C1)(C1=CC=CC=C1)N1CCC(CC1)N1C(C2=NC=CC=C2C1=O)=O